NC1=NC=NN2C1=CC=C2CC(=O)N2[C@@H]1C[C@@H]1C[C@H]2C(=O)NC2=NC(=CC=C2)Br (1R,3S,5R)-2-(2-(4-aminopyrrolo[2,1-f][1,2,4]triazin-7-yl)acetyl)-N-(6-bromopyridin-2-yl)-2-azabicyclo[3.1.0]hexane-3-carboxamide